p-t-butyl-styrene C(C)(C)(C)C1=CC=C(C=C)C=C1